C(C1=CC=CC=C1)N(C(C)=O)C1=CC(=CC=C1)NC(=O)NC=1C=C2C(N(C=NC2=CC1)CCOC)=O N-benzyl-N-(3-(3-(3-(2-methoxyethyl)-4-oxo-3,4-dihydroquinazolin-6-yl)ureido)phenyl)acetamide